C(=O)NC(C(C(C)C)(C(C)C)O)=O N-formyl-2-hydroxy-3-methyl-2-(1-methylethyl)-butanamide